6-Fluoro-3-hydroxy-8-((triisopropylsilyl)ethynyl)naphthalen-1-yl pivalate C(C(C)(C)C)(=O)OC1=CC(=CC2=CC(=CC(=C12)C#C[Si](C(C)C)(C(C)C)C(C)C)F)O